C1(CCCCC1)[Si](OCC)(OCC)C(C)C cyclohexyl-isopropyl-diethoxysilane